N1C(=CC2=CC=CC=C12)C(=O)N1[C@@H]([C@@H]2[C@H](C1)CCC2)C(=O)NC(C[C@H]2C(NCCC2)=O)C(C(=O)NC(C)C)=O (1S,3aR,6aS)-2-(1H-indole-2-carbonyl)-N-(4-(isopropylamino)-3,4-dioxo-1-((S)-2-oxopiperidin-3-yl)butan-2-yl)octahydrocyclopenta[c]pyrrole-1-carboxamide